[(1R)-1-(4-chlorophenyl)ethyl]-4-[6-(1-methyl-1H-pyrazol-4-yl)pyrazolo[1,5-a]pyridin-3-yl]piperazine-1-carboxamide ClC1=CC=C(C=C1)[C@@H](C)C1N(CCN(C1)C=1C=NN2C1C=CC(=C2)C=2C=NN(C2)C)C(=O)N